BrC=1C=CC=C2C=C(C=C(C12)C1CC=2N=C(N=C(C2CO1)N1CC2CCC(C1)N2C(=O)OC(C)(C)C)SC)OCOC tert-butyl 3-(7-(8-bromo-3-(methoxymethoxy) naphthalen-1-yl)-2-(methylthio)-7,8-dihydro-5H-pyrano[4,3-d]pyrimidin-4-yl)-3,8-diazabicyclo[3.2.1]octane-8-carboxylate